N=1N=C(NC1)C(=O)O 4H-1,2,4-triazole-3-carboxylic acid